(4-isobutylphenyl)(6-bromo-2,3,4-trihydroxyphenyl)methanone C(C(C)C)C1=CC=C(C=C1)C(=O)C1=C(C(=C(C=C1Br)O)O)O